N-(2-(diethylamino)-4-methoxy-5-((4-(1-methyl-1H-indol-3-yl)pyrimidin-2-yl)amino)phenyl)-4-(pyrrolidin-1-yl)but-2-enamide C(C)N(C1=C(C=C(C(=C1)OC)NC1=NC=CC(=N1)C1=CN(C2=CC=CC=C12)C)NC(C=CCN1CCCC1)=O)CC